2-(4-methoxyphenyl)-1H-indole COC1=CC=C(C=C1)C=1NC2=CC=CC=C2C1